F[C@H]1CN(CC[C@@H]1CC1(NC=2N(C(=N1)NCC1=CC(=CC=C1)[N+](=O)[O-])N=CC2C(C)C)N)C 2-(((3R,4R)-3-fluoro-1-methylpiperidine-4-yl)methyl)-8-isopropyl-N4-(3-nitrobenzyl)pyrazolo[1,5-a][1,3,5]triazine-2,4-Diamine